(R)-N-cyclopropyl-6-(4-(4-fluoropyrazolo[1,5-a]pyridin-2-yl)-1,4,6,7-tetrahydro-5H-imidazo[4,5-c]pyridin-5-yl)pyrazine-2-carboxamide C1(CC1)NC(=O)C1=NC(=CN=C1)N1[C@H](C2=C(CC1)NC=N2)C2=NN1C(C(=CC=C1)F)=C2